2-amino-3-methyl-N-((5R)-4,5,6,7-tetrahydro-1H-indazol-5-yl)-N-((5-(trifluoromethyl)-2-pyridinyl)methyl)-6-quinolinecarboxamide NC1=NC2=CC=C(C=C2C=C1C)C(=O)N(CC1=NC=C(C=C1)C(F)(F)F)[C@H]1CC=2C=NNC2CC1